C1(=CC=CC=C1)P(C1=CC=CC=C1)C1=CC=CC=C1 triPhenyl-phosphine